bromo-4,5-dihydro-2H-spiro[furan-3,1'-indene] BrC=1C2(C3=CC=CC=C3C1)COCC2